(2-chloro-5-methoxy-4-pyridyl)boronic acid ClC1=NC=C(C(=C1)B(O)O)OC